[O-]P([O-])(=O)OP(=O)([O-])[O-].[Co+2].[Zn+2] zinc cobalt pyrophosphate